2-[5-(2,6-Diazaspiro[3.5]nonan-2-yl)[1,3]thiazolo[5,4-d][1,3]thiazol-2-yl]-5-(1H-pyrazol-4-yl)pyridin-3-ol Hydrochlorid Cl.C1N(CC12CNCCC2)C=2SC1=C(N2)SC(=N1)C1=NC=C(C=C1O)C=1C=NNC1